ClC1=CC(=C(OCC=2C=NC=C(C#N)C2)C=C1O[C@H]1CCC2=C(C=CC=C12)C1=C(C(=CC=C1)OC[C@H]1CN(CCC1)C)Cl)CO 5-((4-Chloro-5-(((S)-4-(2-chloro-3-(((R)-1-methylpiperidin-3-yl)methoxy)phenyl)-2,3-dihydro-1H-inden-1-yl)oxy)-2-(hydroxymethyl)phenoxy)methyl)nicotinonitril